4,4-dicyano-N-[4-(3-cyanophenyl)-5-(2,6-dimethyl-4-pyridinyl)thiazol-2-yl]piperidine-1-carboxamide C(#N)C1(CCN(CC1)C(=O)NC=1SC(=C(N1)C1=CC(=CC=C1)C#N)C1=CC(=NC(=C1)C)C)C#N